P(=O)(O)(O)OC[C@@H]1[C@H]([C@H]([C@@H](O)O1)O)O alpha-D-ribose 5-phosphate